C1(=CC=CC=C1)C1(C(NC(N1)=O)=O)C1=CC=CC=C1 5,5-diphenyl-2,4-imidazolidinedione